C(=O)(O)C(CCC=1OC2=C(C1)C(=CC=C2)CN(C2=CC=CC1=C2C=C(O1)CCC(C(=O)O)C1CNCC1)C1=CC=CC2=C1C=C(O2)CCC(C(=O)O)C2CNCC2)C2CNCC2 4,4'-((((2-(3-carboxy-3-(pyrrolidin-3-yl)propyl)benzofuran-4-yl)methyl)azanediyl)bis(benzofuran-4,2-diyl))bis(2-(pyrrolidin-3-yl)butanoic acid)